(9Z,12Z)-methyl octadeca-9,12-dienoate C(CCCCCCC\C=C/C\C=C/CCCCC)(=O)OC